2-ethylhexan-1-amine C(C)C(CN)CCCC